7-HYDROXYQUINOLINE-5-BORONIC ACID OC=1C=C(C=2C=CC=NC2C1)B(O)O